tert-Butyl-(3S,4R)-N-(naphthalen-1-yl)-4-phenylpyrrolidine-3-carboxamide C(C)(C)(C)N1C[C@H]([C@@H](C1)C1=CC=CC=C1)C(=O)NC1=CC=CC2=CC=CC=C12